3-Amino-7-(2-fluorocyclopropyl)-4-(7-fluoro-1H-indazol-4-yl)-8-methyl-1H-1,5-naphthyridin-2-one NC=1C(NC2=C(C(=CN=C2C1C1=C2C=NNC2=C(C=C1)F)C1C(C1)F)C)=O